4'-ethoxybenzylidene-4-cyanoaniline CCOC1=CC=C(C=C1)C=NC2=CC=C(C=C2)C#N